2-oxa-8-azaspiro[4.5]decane hydrochloride Cl.C1OCCC12CCNCC2